2-[(2S)-4-[7-(8-chloro-1-naphthyl)-2-[[(2R)-4-methylmorpholin-2-yl]methoxy]-6,8-dihydro-5H-pyrido[3,4-d]pyrimidin-4-yl]-1-prop-2-enoyl-piperazin-2-yl]acetonitrile ClC=1C=CC=C2C=CC=C(C12)N1CC=2N=C(N=C(C2CC1)N1C[C@@H](N(CC1)C(C=C)=O)CC#N)OC[C@H]1CN(CCO1)C